2-Cyano-4'-[3-hydroxy-4-(propane-2-sulfonylamino)-tetrahydro-furan-3-yl]-biphenyl-4-carboxylic acid C(#N)C1=C(C=CC(=C1)C(=O)O)C1=CC=C(C=C1)C1(COCC1NS(=O)(=O)C(C)C)O